1-ethyl-6-fluoro-7-piperazin-1-yl-3-(3,4-dioxomethylenecinnamoyl)-quinolin-4(1H)-one C(C)N1C=C(C(C2=CC(=C(C=C12)N1CCNCC1)F)=O)C(C=CC1=CC(C(C=C1)=C=O)=C=O)=O